COC=1C=C2C(=CC=NC2=CC1OC)OC1=C(C=C(C=C1)NC(=O)C1=NN(C(=C(C1=O)C1=CC=C(C=C1)F)C)C(C)C)F N-[4-(6,7-dimethoxyquinolin-4-yl)oxy-3-fluorophenyl]-5-(4-fluorophenyl)-6-methyl-4-oxo-1-propan-2-ylpyridazine-3-carboxamide